benzyl (2-(((amino(4-bromo-1-(2,2,2-trifluoroethyl)-1H-indol-2-yl)methylene)amino)oxy)-2-oxoethyl)carbamate NC(C=1N(C2=CC=CC(=C2C1)Br)CC(F)(F)F)=NOC(CNC(OCC1=CC=CC=C1)=O)=O